N1=C(C=CC=C1)C(C)(C)O 2-(pyridine-2-yl)propan-2-ol